C(C)(C)(C)OC([C@H](CC1=CC=C(C=C1)N1C(CN(CC1)CCOCC)=O)NC(=O)OC(C)(C)C)=O (S)-2-((tert-Butoxycarbonyl)amino)-3-(4-(4-(2-ethoxyethyl)-2-oxopiperazin-1-yl)phenyl)propanoic acid tert-butyl ester